(S)-1-(oxetan-2-ylmethyl)-2-((4-(6-(isoquinoline-4-ylmethoxy)pyridin-2-yl)piperidin-1-yl)methyl)-1H-benzo[d]imidazole-6-carboxylic acid O1[C@@H](CC1)CN1C(=NC2=C1C=C(C=C2)C(=O)O)CN2CCC(CC2)C2=NC(=CC=C2)OCC2=CN=CC1=CC=CC=C21